NC[C@H]1NC([C@H](SCC1)C1=CC(=CC=C1)C1=CC(=C(C=C1)OC)OC)=O (2R,5S)-5-(aminomethyl)-2-[3-(3,4-dimethoxyphenyl)phenyl]-1,4-thiazepan-3-one